5-((S)-3-(2-((R)-1-hydroxyethyl)imidazo[4,5-d]pyrrolo[2,3-b]pyridin-1(6H)-yl)pyrrolidin-1-yl)valeronitrile O[C@H](C)C1=NC=2C(=C3C(=NC2)NC=C3)N1[C@@H]1CN(CC1)CCCCC#N